C(C)C=1C=2N(C=C(N1)C)C=C(C2)C=2N=C1N(C(C2)=O)C=C(C=C1)N1C[C@H]2N(CC1)CCC2 2-(1-ethyl-3-methylpyrrolo[1,2-a]pyrazin-7-yl)-7-[(8aS)-hexahydropyrrolo[1,2-a]pyrazin-2(1H)-yl]-4H-pyrido[1,2-a]pyrimidin-4-one